FC1=CC=C(C=C1)[C@@H]1N(CCC2=CC=CC=C12)C(=O)[C@H]1CC(CO1)=O (R)-5-((S)-1-(4-fluorophenyl)-1,2,3,4-tetrahydroisoquinoline-2-carbonyl)dihydrofuran-3(2H)-one